N-(5-(1-(4-(cyanomethyl)-1-(2-(trifluoromethyl)benzoyl)piperidin-4-yl)-1H-pyrazol-4-yl)-[1,2,4]triazolo[1,5-a]pyridin-2-yl)cyclopropylcarboxamide C(#N)CC1(CCN(CC1)C(C1=C(C=CC=C1)C(F)(F)F)=O)N1N=CC(=C1)C1=CC=CC=2N1N=C(N2)NC(=O)C2CC2